[Cl-].C(CC)(=N)[NH3+] propanimidoyl-ammonium chloride